BrC=1C(=CC(=C2C=CC(=NC12)Cl)F)C 8-bromo-2-chloro-5-fluoro-7-methylquinoline